CC1=C(C=CC(=C1)C)C1CC=2C=NN(C(C2CC1)=O)C1=NC=C(C=N1)C 6-(2,4-dimethylphenyl)-2-(5-methylpyrimidin-2-yl)-5,6,7,8-tetrahydrophthalazin-1(2H)-one